N(=[N+]=[N-])C(COCC1COC(OC1)(C)C)COCC1COC(OC1)(C)C 5,5'-(((2-azidopropane-1,3-diyl)bis(oxy))bis(methylene))bis(2,2-dimethyl-1,3-dioxane)